5-(4-methoxypyrimidin-5-yl)-7-[(1S)-1-(1-phenyl-1H-1,2,3-triazol-4-yl)propyl]-7H-pyrrolo[2,3-d]pyrimidin-4-amine COC1=NC=NC=C1C1=CN(C=2N=CN=C(C21)N)[C@@H](CC)C=2N=NN(C2)C2=CC=CC=C2